O1-[[(2R,3R,4R,5R)-3,4-diacetoxy-5-(4-aminopyrrolo[2,1-f][1,2,4]triazin-7-yl)-5-cyano-tetrahydrofuran-2-yl]methyl] O2-ethyl pyrrole-1,2-dicarboxylate N1(C(=CC=C1)C(=O)OCC)C(=O)OC[C@H]1O[C@@]([C@@H]([C@@H]1OC(C)=O)OC(C)=O)(C#N)C1=CC=C2C(=NC=NN21)N